5-chloro-4-(((1S,2S,4S)-4-(2,5-dichlorophenyl)-2-(dimethylamino)cyclohexyl)oxy)-2-fluoro-N-(pyrimidin-4-yl)benzenesulfonamide Formate C(=O)O.ClC=1C(=CC(=C(C1)S(=O)(=O)NC1=NC=NC=C1)F)O[C@@H]1[C@H](C[C@H](CC1)C1=C(C=CC(=C1)Cl)Cl)N(C)C